4,4-dimethylaminobenzonitrile CNC1(CC=C(C#N)C=C1)NC